methanesulfonyl-(2-dicyclohexylphosphino-2',6'-dimethoxy-1,1'-biphenyl) CS(=O)(=O)C=1C(=C(C=CC1)C1=C(C=CC=C1OC)OC)P(C1CCCCC1)C1CCCCC1